2,3,3-trimethylbenz-indole iodide [I-].CC1=NC2=C3C(=CC=C2C1(C)C)C=CC=C3